4-(4-(tert-butyl)phenyl)-2-isobutyl-7-(thiophen-2-yl)-benzotriazol C(C)(C)(C)C1=CC=C(C=C1)C1=CC=C(C2=NN(N=C21)CC(C)C)C=2SC=CC2